O1NC=NC=N1 1,2,4,6-oxatriazine